3-((tert-butyldimethylsilyl)oxy)-2-(6-(5-chloro-2-((oxan-4-yl)amino)pyrimidin-4-yl)-1-oxoisoindolin-2-yl)propanoic acid [Si](C)(C)(C(C)(C)C)OCC(C(=O)O)N1C(C2=CC(=CC=C2C1)C1=NC(=NC=C1Cl)NC1CCOCC1)=O